C(CCC)OP(OCCCC)(=O)CC1=CC=C(C=C1)C=C dibutyl[(4-ethenylphenyl)methyl]phosphonat